2-(4-(2-chloro-3-(9-(3-chlorobenzyl)-6-(1-methylcyclopropoxy)-9H-purin-8-yl)phenoxy)butoxy)acetic acid ClC1=C(OCCCCOCC(=O)O)C=CC=C1C=1N(C2=NC=NC(=C2N1)OC1(CC1)C)CC1=CC(=CC=C1)Cl